1,6-bis(n-propyl) hexanedioate (di-n-propyl adipate) C(CC)C(C(=O)O)(CCCC(=O)O)CCC.C(CCCCC(=O)OCCC)(=O)OCCC